FC(S(=O)(=O)OC1=C(C=C2C(=N1)CC(OC2)(C)C)F)(F)F (3-fluoro-7,7-dimethyl-5,8-dihydropyrano[4,3-b]pyridin-2-yl) trifluoromethanesulfonate